2-(4-carboxyphenyl)-5,5-bis(ethoxycarbonyl)-2-phenylazelaic acid C(=O)(O)C1=CC=C(C=C1)C(C(=O)O)(CCC(CCCC(=O)O)(C(=O)OCC)C(=O)OCC)C1=CC=CC=C1